COC1=CC=C(C=C1)C=1C(=CC=CC1)C(=O)O 4'-methoxy-2-biphenylcarboxylic acid